NC1=CC(=C(CN2N=CC(=C2)NC2=NC=C(C(=N2)C2=CN(C3=CC=CC=C23)S(=O)(=O)C2=CC=CC=C2)Cl)C=C1)F N-(1-(4-amino-2-fluorobenzyl)-1H-pyrazol-4-yl)-5-chloro-4-(1-(benzenesulfonyl)-1H-indol-3-yl)pyrimidin-2-amine